FC1=C(C=C2C(=NN(C2=C1)C1OCCCC1)I)O 6-fluoro-3-iodo-1-(tetrahydro-2H-pyran-2-yl)-1H-indazol-5-ol